C(CCC)OCCOC(C)=O (2-Butoxyethyl)-acetat